monoFmoc-butanediamine C(=O)(OCC1C2=CC=CC=C2C2=CC=CC=C12)C(CCC)(N)N